FC1=C(C=C(C(=C1)OC)[N+](=O)[O-])OC1=CC(=CC=C1)C(F)(F)F 1-Fluoro-5-methoxy-4-nitro-2-(3-(trifluoromethyl)phenoxy)-benzene